(2S,6R)-2-(1-cyclopropylpyrazol-4-yl)-4-[4-(4'-fluorospiro[1,3-dithiolane-2,1'-indane]-5'-yl)-6,7-dimethyl-pteridin-2-yl]-6-methyl-morpholine C1(CC1)N1N=CC(=C1)[C@H]1CN(C[C@H](O1)C)C1=NC2=NC(=C(N=C2C(=N1)C=1C(=C2CCC3(C2=CC1)SCCS3)F)C)C